3-(4-(2,5-bis(4-(7-bromoheptan-2-yl)phenyl)-3-oxo-4-phenylcyclopenta-1,4-dien-1-yl)phenyl)-2-(4-(7-bromoheptan-2-yl)phenyl)-4,5-diphenylcyclopenta-2,4-dien-1-one BrCCCCCC(C)C1=CC=C(C=C1)C1=C(C(=C(C1=O)C1=CC=CC=C1)C1=CC=C(C=C1)C(C)CCCCCBr)C1=CC=C(C=C1)C1=C(C(C(=C1C1=CC=CC=C1)C1=CC=CC=C1)=O)C1=CC=C(C=C1)C(C)CCCCCBr